NC=1C=C(C(=C(C1)C=1C=NC2=CC(=NC=C2C1)N(C)CC1=CC=C(C=C1)OC)C)F 3-(5-amino-3-fluoro-2-methylphenyl)-N-(4-methoxybenzyl)-N-methyl-1,6-naphthyridin-7-amine